COC=1C=NN(C1N1CCNCC1)COCC[Si](C)(C)C 2-[(4-Methoxy-5-piperazin-1-yl-pyrazol-1-yl)methoxy]ethyl-trimethyl-silane